(R)-N-methyl-6-phenoxy-1,2,3,4-tetrahydronaphthalene-1-carboxamide CNC(=O)[C@@H]1CCCC2=CC(=CC=C12)OC1=CC=CC=C1